P(=O)(O)(O)O.CCCCCCCCCCCC n-dodecane phosphate